C(C(C)C)N1N=CC=2C=NC(=CC21)C2=NNC=C2NC(=O)N2C1(CC1)CN(CC2)CC2=C(N=C1N2C=CC=C1)C N-[3-(1-Isobutylpyrazolo[4,3-c]pyridin-6-yl)-1H-pyrazol-4-yl]-7-[(2-methylimidazo[1,2-a]pyridin-3-yl)methyl]-4,7-diazaspiro[2.5]octane-4-carboxamide